BrC=1C=C(C=NC1)C=1N=NN(N1)CC1=CC=C(C=C1)C=1OC(=NN1)C(F)F 2-(4-((5-(5-bromopyridin-3-yl)-2H-tetrazol-2-yl)methyl)phenyl)-5-(difluoromethyl)-1,3,4-oxadiazole